C1=C(C=CC2=CC=CC=C12)C=1C2=CC=CC=C2C(=C2C=CC(=CC12)C1=CC=C(C=C1)C1C(C=CC=C1)C1=CC=CC=C1)C1=CC2=CC=CC=C2C=C1 2-(4-(9,10-Di(naphthalen-2-yl)ANTHRACENE-2-yl)phenyl)-1-phenyl-1H-benzol